BrCCOC1=CC=C(C=C1)C(C=CC1=C(C=CC=C1)Cl)=O 4-(2-bromoethoxy)phenyl-3-(2-chlorophenyl)-2-propen-1-one